[B].[Ti].[Mn] manganese titanium-boron